5,6-dimethoxyanthranilic anhydride COC1=CC=C(C(C(=O)OC(C=2C(N)=CC=C(C2OC)OC)=O)=C1OC)N